(5R)-5-methyl-1-(tetrahydrofuran-3-yl)imidazolidin-2-one C[C@@H]1CNC(N1C1COCC1)=O